FC(C=1C(=C(C=CC1)[C@@H](C)NC1=C(C(=NC(=N1)C)CC(=O)OC)C1OCCO1)F)F (R)-methyl 2-(6-((1-(3-(difluoromethyl)-2-fluorophenyl) ethyl) amino)-5-(1,3-dioxolan-2-yl)-2-methylpyrimidin-4-yl)-acetate